BrCC=1C=C2C(N(C(C2=CC1CBr)=O)C1C(N(C(CC1)=O)CC1=CC=C(C=C1)OC)=O)=O 5,6-bis(bromomethyl)-2-(1-(4-methoxybenzyl)-2,6-dioxopiperidin-3-yl)isoindoline-1,3-dione